((1-methylpiperidin-4-yl)oxy)picolinic acid CN1CCC(CC1)OC=1C(=NC=CC1)C(=O)O